4-((4-(ethoxymethyl)-4-phenethylpiperidin-1-yl)methyl)benzoyl-hydrazine C(C)OCC1(CCN(CC1)CC1=CC=C(C(=O)NN)C=C1)CCC1=CC=CC=C1